C1(=CC=CC=C1)C1=C(C=CC2=CC=CC=C12)C1=CC=C(C=C1)B(O)O (4-(1-phenylnaphthalen-2-yl)phenyl)boronic acid